3-{[2-(4-methoxyphenyl)-7-(1-methylcyclopropyl)[1,2,4]triazolo[1,5-c]quinazolin-5-yl]amino}azepan-2-one COC1=CC=C(C=C1)C1=NN2C(=NC=3C(=CC=CC3C2=N1)C1(CC1)C)NC1C(NCCCC1)=O